ARACHIDONOYLETHANOLAMIN C(CCC\C=C/C\C=C/C\C=C/C\C=C/CCCCC)(=O)C(O)CN